BrC1=CC2=C(N=C(N=C2N[C@H](C)C2=C(C(=CC=C2)C(F)F)F)C)N=C1C 6-bromo-N-{(1R)-1-[3-(difluoromethyl)-2-fluorophenyl]ethyl}-2,7-dimethylpyrido[2,3-d]pyrimidin-4-amine